6-(5-Fluoro-2-pyridyl)-8-methoxy-N-[(1R)-1-(6-methylpyridazin-3-yl)ethyl]quinazolin-4-amine FC=1C=CC(=NC1)C=1C=C2C(=NC=NC2=C(C1)OC)N[C@H](C)C=1N=NC(=CC1)C